(2R,3S,5R)-5-(6-Amino-2-fluoro-9H-purin-9-yl)-2-ethynyl-2-((((((S)-1-(hexadecyloxy)-1-oxo-3-phenylpropan-2-yl)amino)(phenoxy)phosphoryl)oxy)methyl)tetrahydrofuran-3-yl icosanoate C(CCCCCCCCCCCCCCCCCCC)(=O)O[C@@H]1[C@](O[C@H](C1)N1C2=NC(=NC(=C2N=C1)N)F)(COP(=O)(OC1=CC=CC=C1)N[C@H](C(=O)OCCCCCCCCCCCCCCCC)CC1=CC=CC=C1)C#C